3,4-difluoro-2-methoxybenzyl methanesulfonate CS(=O)(=O)OCC1=C(C(=C(C=C1)F)F)OC